BrCC1=CC=C(C=C1)CC1=CC=C(C=C1)CBr bis(4-(bromomethyl)phenyl)methane